[FeH2].O water iron hydride